C1(=CC=C(C=C1)C1=NC(=NC(=N1)C1=CC=CC=2C(C3=CC=CC=C3C12)(C1=CC=CC=C1)C1=CC=CC=C1)C1=CC=CC=C1)C1=CC=CC=C1 2-(1,1'-Biphenyl-4-yl)-4-(9,9-diphenylfluoren-4-yl)-6-phenyl-1,3,5-triazine